N1=CC(=CC=C1)N1C[C@H](CC1)CN1C[C@@H](C([C@@H](C1)O)O)O (3S,4R,5R)-1-(((R)-1-(pyridin-3-yl)pyrrolidin-3-yl)methyl)piperidine-3,4,5-triol